trans-2-(pyridin-2-yl-dithio)cyclohexan-1-ol N1=C(C=CC=C1)SS[C@H]1[C@@H](CCCC1)O